tricyclo[2.2.1.02,6]heptan-3-ol C12C3C(C(CC31)C2)O